C(CCCC)NC=1C2=C(N=C(N1)C1=CC=NC=C1)C=NC=C2 N-pentyl-2-(pyridin-4-yl)pyrido[3,4-d]pyrimidin-4-amine